N[C@H](C(=O)N(C[C@@H]([C@H]([C@@H]([C@@H](CO)O)O)O)O)C[C@@H]([C@H]([C@@H]([C@@H](CO)O)O)O)O)CCC(=O)N (2S)-2-amino-N,N-bis[(2S,3R,4R,5R)-2,3,4,5,6-pentahydroxyhexyl]pentanediamide